CC1=NC=CC(=C1)CN[C@@H]1CN(CCC1)C1=NC=CN=C1 (3S)-N-[(2-methylpyridin-4-yl)methyl]-1-(pyrazin-2-yl)piperidin-3-amine